N-(5-fluoro-1-methyl-1H-pyrazol-3-yl)-7-isopropoxy-2-(1-methyl-2-oxabicyclo[2.2.1]hept-4-yl)imidazo[1,2-a]pyridine-6-carboxamide trifluoroacetate FC(C(=O)O)(F)F.FC1=CC(=NN1C)NC(=O)C=1C(=CC=2N(C1)C=C(N2)C21COC(CC2)(C1)C)OC(C)C